rac-(1R,2R,5R)-1-amino-5-(2-boronoethyl)-2-hydroxycyclohexane-1-carboxylic acid N[C@]1([C@@H](CC[C@H](C1)CCB(O)O)O)C(=O)O |r|